C1=C(C=CC2=CC=CC=C12)COC1=CC=CC(=N1)N1CCN(CC1)CC1=NC2=C(N1C[C@H]1OCC1)C=C(C=C2)C(=O)O (S)-2-((4-(6-(naphthalen-2-ylmethoxy)pyridin-2-yl)piperazin-1-yl)methyl)-1-(oxetan-2-ylmethyl)-1H-benzo[d]imidazole-6-carboxylic acid